N-(4-chlorobenzyl)-7-((1-((1-fluoro-2-methylpropan-2-yl)sulfonyl)cyclopropyl)methyl)-8-oxo-5,6,7,8-tetrahydroimidazo[1,5-a]pyrazine-3-carboxamide ClC1=CC=C(CNC(=O)C2=NC=C3N2CCN(C3=O)CC3(CC3)S(=O)(=O)C(CF)(C)C)C=C1